NC=1C(=C(C=CC1)C1=NN(C(=C1)P(C1CC1)(C1CC1)=O)COC)OC (3-(3-Amino-2-methoxyphenyl)-1-(methoxymethyl)-1H-pyrazol-5-yl)dicyclopropylphosphine oxide